(1-methyl-1H-pyrazol-4-yl)-N-{[(2S)-oxolan-2-yl]methyl}amino-sulfonamide CN1N=CC(=C1)S(=O)(=O)NNC[C@H]1OCCC1